1,4-bis(aminomethyl)-cyclohexane NCC1CCC(CC1)CN